N-(3,5-dimethoxyphenyl)-N-(1,3-dimethyl-2-oxohexahydropyrimidin-5-yl)-2-ethynylthiazole-4-carboxamide COC=1C=C(C=C(C1)OC)N(C(=O)C=1N=C(SC1)C#C)C1CN(C(N(C1)C)=O)C